3-((2-(2-fluorophenyl)-4-((methylamino)methyl)-1H-pyrrol-1-yl)sulfonyl)phenol hydrobromide Br.FC1=C(C=CC=C1)C=1N(C=C(C1)CNC)S(=O)(=O)C=1C=C(C=CC1)O